2-(((2R,7aS)-2-fluorotetrahydro-1H-pyrrolizin-7a(5H)-yl)methoxy)-N,6-dimethyl-5,6,7,8-tetrahydroquinazolin-4-amine F[C@@H]1C[C@@]2(CCCN2C1)COC1=NC=2CCC(CC2C(=N1)NC)C